5-[2-(difluoromethoxy)-3-pyridyl]-1-isopropyl-N-[(2-methoxy-3-pyridyl)methyl]-3-methyl-pyrazolo[4,3-b]pyridin-7-amine FC(OC1=NC=CC=C1C1=CC(=C2C(=N1)C(=NN2C(C)C)C)NCC=2C(=NC=CC2)OC)F